C1(=CC=CC=C1)N1C2=CC=CC=C2N(C=2C=CC=CC12)C1=CC=C(C=C1)B(O)O (4-(10-phenylphenazin-5(10H)-yl)phenyl)boronic acid